tert-butyl (5-(4-cyanophenoxy)thiazolo[5,4-b]pyridin-2-yl)carbamate C(#N)C1=CC=C(OC2=CC=C3C(=N2)SC(=N3)NC(OC(C)(C)C)=O)C=C1